Pyridine-3,4-dicarboxylic anhydride N1=CC2=C(C=C1)C(=O)OC2=O